3-(6-amino-1-(4-aminobenzyl)-1H-pyrazolo-[3,4-d]-pyrimidin-4-yl)-2-fluorobenzonitrile NC1=NC(=C2C(=N1)N(N=C2)CC2=CC=C(C=C2)N)C=2C(=C(C#N)C=CC2)F